N-(4-fluoro-2-methylphenyl)-5-(4-methoxyphenyl)-1H-pyrazol-3-amine FC1=CC(=C(C=C1)NC1=NNC(=C1)C1=CC=C(C=C1)OC)C